7-((2-(dimethylamino)ethyl)amino)-2-((5-methoxy-7-methyl-1H-indol-4-yl)methyl)-2H-indazole-6-carbonitrile CN(CCNC1=C(C=CC2=CN(N=C12)CC1=C2C=CNC2=C(C=C1OC)C)C#N)C